2-(4-fluorophenyl)-4-(3-tetrahydrothiopyranylmethyl)-thieno[2,3-d]pyridazine-7-carboxamide FC1=CC=C(C=C1)C1=CC=2C(=C(N=NC2CC2CSCCC2)C(=O)N)S1